1-[3-(triethoxysilyl)-propyl]carbamoyloxy-4,4,5,5,6,6,7,7,10,11,11,12,12,13,13,14,14,15,15,15-eicosafluoro-9-pentadecene C(C)O[Si](CCCNC(=O)OCCCC(C(C(C(CC=C(C(C(C(C(C(F)(F)F)(F)F)(F)F)(F)F)(F)F)F)(F)F)(F)F)(F)F)(F)F)(OCC)OCC